BrC1=CC(=C(C=C1)S(=O)(=O)C1CC1)C 4-bromo-1-cyclopropylsulfonyl-2-methyl-benzene